ClC1=C(C=CC(=C1)F)C(=O)N1C[C@@H]2CC[C@H](C1)N2C2=CC(=CC=1N2C(=NC1)CCO)S(=O)(=O)CC(C)(C)C (2-chloro-4-fluoro-phenyl)-[(1S,5R)-8-[7-(2,2-dimethylpropylsulfonyl)-3-(2-hydroxyethyl)imidazo[1,5-a]pyridin-5-yl]-3,8-diazabicyclo[3.2.1]octan-3-yl]methanone